C(C)(C)(C)OC(=O)N1[C@@H](CN(CC1)C1=NC=C(N=C1)N)C (2R)-4-(5-aminopyrazin-2-yl)-2-methyl-piperazine-1-carboxylic acid tert-butyl ester